ClC1=NC2=CC=C(C=C2C(=C1)NC1=CC=C(C=C1)[N+](=O)[O-])O 2-chloro-4-((4-nitrophenyl)amino)quinolin-6-ol